tert-butyl(((1RS,2SR,4SR)-2-hydroxy-4-(methylsulfonyl)cyclohexyl)methyl)carbamate C(C)(C)(C)OC(NC[C@@H]1[C@H](C[C@H](CC1)S(=O)(=O)C)O)=O |r|